Methyl 4-(3,5-difluoro-2-(1-fluoroethyl) phenyl)-2-methyl-5-oxo-1,4,5,7-tetrahydrofurano[3,4-b]pyridine-3-carboxylate FC=1C(=C(C=C(C1)F)C1C2=C(NC(=C1C(=O)OC)C)COC2=O)C(C)F